1-azabicyclo[3.2.0]hept-2-ene-2-carboxylic acid monosodium salt [Na+].N12C(=CCC2CC1)C(=O)[O-]